C(C)OC(=O)C1=NNC(=C1)C1=C(C=C(C=C1)Cl)Cl 5-(2,4-dichlorophenyl)-1H-pyrazole-3-carboxylic acid ethyl ester